C(C)(C)(C)OC(=O)N1CC(N(CC1)C1=NC=C(C=C1[N+](=O)[O-])C(F)(F)F)CC(=O)OCC 3-(2-Ethoxy-2-oxoethyl)-4-(3-nitro-5-(trifluoromethyl)pyridin-2-yl)piperazine-1-carboxylic acid tert-butyl ester